(4-(3-chlorophenyl)piperazin-1-yl)-3-((4-methylthiazol-5-yl)oxy)propan-2-ol ClC=1C=C(C=CC1)N1CCN(CC1)CC(COC1=C(N=CS1)C)O